FC(C1=NN(C=N1)C1CC2(CN(C2)C(=O)N2CC3(C2)CC(C3)CC3=NNC=C3C(F)(F)F)C1)F [6-[3-(difluoromethyl)-1,2,4-triazol-1-yl]-2-azaspiro[3.3]heptan-2-yl]-[6-[[4-(trifluoromethyl)-1H-pyrazol-3-yl]methyl]-2-azaspiro[3.3]heptan-2-yl]methanone